N,N'-dimethylethane-1,2-diimine CN=CC=NC